cyclopentadienyl-zirconium (IV) C1(C=CC=C1)[Zr+3]